tert-butyl (exo)-3-[(6-iodopyridazin-3-yl) oxy]-8-azabicyclo[3.2.1]octane-8-carboxylate IC1=CC=C(N=N1)OC1CC2CCC(C1)N2C(=O)OC(C)(C)C